5-(4-Hydroxyphenyl)-N-phenylthiophene-2-carboxamide OC1=CC=C(C=C1)C1=CC=C(S1)C(=O)NC1=CC=CC=C1